4-amino-7-fluoro-imidazo[1,5-a]quinoxaline-8-carboxylic acid NC=1C=2N(C3=CC(=C(C=C3N1)F)C(=O)O)C=NC2